2,3-dimercaptobutanesulfonic acid SC(CS(=O)(=O)O)C(C)S